N-(2-bromo-4-fluorobenzyl)-N-(2,2-dimethoxyethyl)-4-methylbenzenesulfonamide BrC1=C(CN(S(=O)(=O)C2=CC=C(C=C2)C)CC(OC)OC)C=CC(=C1)F